BrC1=C(C=C(C=C1)C(=C(C#N)C#N)O)F 2-[(4-bromo-3-fluoro-phenyl)-hydroxy-methylene]malononitrile